10-(benzenesulfonyl)-11-bromo-3-[3-[tert-butyl(dimethyl)silyl]oxycyclobutyl]-5-methyl-3,5,8,10-tetrazatricyclo[7.3.0.02,6]dodeca-1,6,8,11-tetraen-4-one C1(=CC=CC=C1)S(=O)(=O)N1C2=NC=C3N(C(N(C3=C2C=C1Br)C1CC(C1)O[Si](C)(C)C(C)(C)C)=O)C